FC(OC1=CC(=NN1)NC1=CN=CC(=N1)O[C@H]1[C@H]([C@@H]2CC[C@H](C1)N2C(=O)OC(C)(C)C)F)F tert-butyl (1S,2S,3R,5R)-3-((6-((5-(difluoromethoxy)-1H-pyrazol-3-yl)amino)pyrazin-2-yl)oxy)-2-fluoro-8-azabicyclo[3.2.1]octane-8-carboxylate